OCCC1=CC(=C(C=C1)O)O 4-(2-hydroxyethyl)-1,2-dihydroxybenzene